ClC1=C(C=CC=C1F)CC(=O)NC=1C=C(N=NC1)N(C(C)=O)C1=CC(=C(C=C1)F)F N-{5-[2-(2-chloro-3-fluorophenyl)acetylamino]pyridazin-3-yl}-N-(3,4-difluorophenyl)acetamide